C(#N)[C@H](C[C@H]1C(NCC1)=O)NC(=O)[C@@H]1[C@H]2C([C@H]2CN1C([C@H](C(C)(C)C)NC(=O)C1CCCCC1)=O)(C)C (1R,2S,5S)-N-((S)-1-cyano-2-((S)-2-oxopyrrolidin-3-yl)ethyl)-3-((S)-2-(cyclohexanecarboxamido)-3,3-dimethylbutyryl)-6,6-dimethyl-3-azabicyclo[3.1.0]hexane-2-carboxamide